C(#N)C1(CC1)NS(=O)(=O)C=1C=C2C(=NC(=NC2=C(C1)N1CCC(CC1)O)C)C=1SC(=NN1)C(F)F N-(1-cyanocyclopropyl)-4-(5-(difluoromethyl)-1,3,4-thiadiazol-2-yl)-8-(4-hydroxypiperidin-1-yl)-2-methylquinazoline-6-sulfonamide